ClC1=C(C=CC(=C1)C)C=1N(C(=CC1)C1=C2C(=NC=C1)NC=C2)COCC[Si](C)(C)C 2-(2-chloro-4-methylphenyl)-5-(1H-pyrrolo[2,3-b]pyridin-4-yl)-1-{[2-(trimethylsilyl)ethoxy]methyl}-1H-pyrrole